CC=1C=C(C=C2C=CC=NC12)CC(=O)O (8-Methylquinolin-6-yl)acetic acid